ClC1=C2C(=NC=C1)N(C(=C2)I)COC 4-chloro-2-iodo-1-(methoxymethyl)-1H-pyrrolo[2,3-b]pyridine